benzyl 4-[8-(4,4-difluoro-6-methylsulfonyloxy-hexyl)-7-oxo-2-(1H-pyrazol-4-ylamino)pyrido[2,3-d]pyrimidin-6-yl]-8-methyl-2,3-dihydroquinoxaline-1-carboxylate FC(CCCN1C(C(=CC2=C1N=C(N=C2)NC=2C=NNC2)N2CCN(C1=C(C=CC=C21)C)C(=O)OCC2=CC=CC=C2)=O)(CCOS(=O)(=O)C)F